C(=CC)N1CC(CCC1)NC1NC(C=2C(=NC=C(C21)F)N2N=CC(=C2)C)=O (1-propenylpiperidin-3-ylamino)-7-fluoro-4-(4-methyl-1H-pyrazol-1-yl)-1H-pyrrolo[3,4-c]pyridin-3(2H)-one